O=C1N(CCC(N1)=O)N1C(C2=CC=C(C=C2C1=O)CN1CCC(=CC1)C1=COC=C1)=O 2-(2,4-dioxotetrahydropyrimidin-1(2H)-yl)-5-((4-(furan-3-yl)-3,6-dihydropyridin-1(2H)-yl)methyl)isoindoline-1,3-dione